nonadecyl tosylate S(=O)(=O)(OCCCCCCCCCCCCCCCCCCC)C1=CC=C(C)C=C1